2,2-dimethyl-4-oxo-3,8,11,14,17-pentaoxa-5-azaicosan-20-yl methanesulfonate CS(=O)(=O)OCCCOCCOCCOCCOCCNC(OC(C)(C)C)=O